C(CCCC(C(=O)[O-])(C)C)CC(C(=O)[O-])(C)C propane-1,3-diylbis(2,2-dimethylpropionate)